Copper (II) diacetate C(C)(=O)[O-].C(C)(=O)[O-].[Cu+2]